C(C1=CC=CC=C1)N1C=NC(=C1)C(=O)N[C@@H]1C(N(C=2N(CC1)N=CC2)C)=O 1-benzyl-N-[(6S)-4-methyl-5-oxo-7,8-dihydro-6H-pyrazolo[1,5-a][1,3]diazepin-6-yl]imidazole-4-carboxamide